4-amino-5-(4-hydroxyphenyl)pentanoic acid NC(CCC(=O)O)CC1=CC=C(C=C1)O